zinc 7-tridecenate C(CCCCCC=CCCCCC)(=O)[O-].[Zn+2].C(CCCCCC=CCCCCC)(=O)[O-]